(S)-2-(3-((2-chloro-3-(3-chloro-2-(3-methoxy-4-((((5-oxopyrrolidin-2-yl)methyl)amino)methyl)phenyl)pyridin-4-yl)phenyl)amino)-2-fluorobenzyl)-2,6-diazaspiro[3.4]octan-7-one ClC1=C(C=CC=C1C1=C(C(=NC=C1)C1=CC(=C(C=C1)CNC[C@H]1NC(CC1)=O)OC)Cl)NC=1C(=C(CN2CC3(C2)CNC(C3)=O)C=CC1)F